3-Propylhexyl 8-((3-aminopropyl)(8-oxo-8-(tridecan-7-yloxy)octyl)amino)octanoate NCCCN(CCCCCCCC(=O)OCCC(CCC)CCC)CCCCCCCC(OC(CCCCCC)CCCCCC)=O